FC(OC1=C(C=C(C=C1)SC)C1=NN(C=C1NC(=O)C=1C=NN2C1N=CC=C2)CC(=O)N2CCC(CC2)N2[C@@H](CCC2)C(NC)=O)F N-[3-[2-(difluoromethoxy)-5-methylsulfanyl-phenyl]-1-[2-[4-[(2S)-2-(methylcarbamoyl)pyrrolidin-1-yl]-1-piperidyl]-2-oxo-ethyl]pyrazol-4-yl]pyrazolo[1,5-a]pyrimidine-3-carboxamide